4-fluoro-2-(4-(3-(8-fluoro-1-oxo-1,2-dihydroisoquinolin-3-yl)propanoyl)piperazin-1-yl)benzonitrile FC1=CC(=C(C#N)C=C1)N1CCN(CC1)C(CCC=1NC(C2=C(C=CC=C2C1)F)=O)=O